tetramethyl tetrasilicate [Si](OC)([O-])([O-])[O-].[Si](OC)([O-])([O-])[O-].[Si](OC)([O-])([O-])[O-].[Si](OC)([O-])([O-])[O-]